OCCNCC1=C(C=C2C(N(C(C2=C1)=O)C=1C(=C(C=CC1)C1=CC=CC=C1)C)=O)OCC1=CC=C(C#N)C=C1 4-(((6-(((2-hydroxyethyl)amino)methyl)-2-(2-methyl[1,1'-biphenyl]-3-yl)-1,3-Dioxoisoindolin-5-yl)oxy)methyl)benzonitrile